FC1(CCN(CC1)C1=C(C=C(C=N1)C(COC(C)=O)=O)F)F acetic acid 2-[6-(4,4-difluoropiperidin-1-yl)-5-fluoropyridin-3-yl]-2-oxoethyl ester